ClC1=CC(=C(C=C1)[C@@]1(OC2=C(O1)C=CC=C2C2CCN(CC2)CC=2N(C(=CN2)/C=C/C(=O)O)C[C@H](C)OC)C)F (E)-3-(2-((4-((S)-2-(4-chloro-2-fluorophenyl)-2-methylbenzo[d][1,3]dioxol-4-yl)piperidin-1-yl)methyl)-1-((S)-2-methoxypropyl)-1H-imidazol-5-yl)acrylic acid